C(C)C(P([O-])=O)CC Diethylmethylphosphinat